BrC(=O)[O-] bromoformate